4-cyclopropyl-N-(3-hydroxypyridin-2-yl)benzamide C1(CC1)C1=CC=C(C(=O)NC2=NC=CC=C2O)C=C1